C(CCCCCCCCC)OC(OC(C=CCCCCCCCCCCCCCCCC)OC(C=CCCCCCCCCCCCCCCCC)OC(OCCCCCCCCCC)OCCCCCCCCCC)OCCCCCCCCCC didecyloxy-octadecenylmethoxy-methyl ether